C(C)NC(=O)[C@H]1O[C@H]([C@@H]([C@@H]1O)O)N1C2=NC(=NC(=C2N=C1)NC)C=1SC(=CC1)C1=CC=CC=C1 (2S,3S,4R,5R)-N-ethyl-3,4-dihydroxyl-5-(6-(methylamino)-2-(5-phenylthiophen-2-yl)-9H-purin-9-yl)tetrahydrofuran-2-carboxamide